O=C(\C=C\C(=O)C1=CC2=C(N(C(=N2)[C@H]2N(CCC2)C(=O)OC(C)(C)C)COCC[Si](C)(C)C)C=C1F)C1=CC2=C(N(C(=N2)[C@H]2N(CCC2)C(=O)OC(C)(C)C)COCC[Si](C)(C)C)C=C1F di-tert-butyl (2S,2'S)-2,2'-{[(2E)-1,4-dioxobut-2-ene-1,4-diyl]bis(6-fluoro-1-{[2-(trimethylsilyl)ethoxy]methyl}-1H-benzimidazole-5,2-diyl)}dipyrrolidine-1-carboxylate